C(C)(C)(C)OC(N[C@@H]1C=2C(=NC=CC2)CC12CCN(CC2)C=2C=1N(C(=CN2)Br)N=CC1)=O N-[(5S)-1'-(7-bromopyrazolo[1,5-a]pyrazin-4-yl)spiro[5,7-dihydro-cyclopenta[b]pyridin-6,4'-piperidin]-5-yl]carbamic acid tert-butyl ester